9-(cyclopropylmethyl)-2-oxo-1H-pyrrolo[2,3-f][1,4]benzothiazine-8-carboxylic acid C1(CC1)CN1C(=CC=2C=CC3=C(NC(CS3)=O)C21)C(=O)O